CN(C)C1=CC=C(C=C)C=C1 para-N,N-dimethylaminostyrene